5-(trans-3-morpholino-cyclobutoxy)-2-methylbenzoic acid O1CCN(CC1)[C@@H]1C[C@H](C1)OC=1C=CC(=C(C(=O)O)C1)C